tin antimony tellurium [Te].[Sb].[Sn]